copper-chromium tellurium [Te].[Cr].[Cu]